nicotinic acid, amide C(C1=CN=CC=C1)(=O)N